C1(CC1)C1=C(C=2C=CN(C2C(=C1)C)S(=O)(=O)C1=CC=C(C)C=C1)C=O 5-cyclopropyl-7-methyl-1-tosyl-1H-indole-4-carbaldehyde